N-((5-bromopyridin-2-yl)methyl)cyclopropylamine BrC=1C=CC(=NC1)CNC1CC1